2-((1S*,2S*)-2-(4-methylpyrimidin-2-yl)cyclopropyl)quinoline-4-carbonitrile CC1=NC(=NC=C1)[C@@H]1[C@H](C1)C1=NC2=CC=CC=C2C(=C1)C#N |o1:7,8|